COCCN1CC(CC1)OC=1N=CC(=NC1C)C1=CNC2=C(C=CC=C12)C#N 3-(5-[[1-(2-methoxyethyl)pyrrolidin-3-yl]oxy]-6-methylpyrazin-2-yl)-1H-indole-7-carbonitrile